1-(6-{8-hydroxy-1,4-dioxaspiro[4.5]decan-8-yl}pyridin-3-yl)-3-methylpyrrolidin-3-ol OC1(CCC2(OCCO2)CC1)C1=CC=C(C=N1)N1CC(CC1)(O)C